C(C)OC(CN(CC)C1=C(C=CC2=C1CC(C=1C(=NC=NC21)N)(C)C)O[C@@H]2CC[C@@H](CC2)NC(=O)OC(C)(C)C)=O 2-[[4-amino-8-[cis-4-(tert-butoxycarbonylamino)cyclohexyloxy]-5,5-dimethyl-6H-benzo[H]quinazolin-7-yl]-ethyl-amino]acetic acid ethyl ester